C1(CC1)C[C@@H](C(=O)OCC1=C(C(=O)OC)C=CC=C1)NC(C[C@H]1N(C(CC1)=O)CC1=C(C(=CC(=C1)F)F)F)=O Methyl 2-((((S)-3-cyclopropyl-2-(2-((S)-5-oxo-1-(2,3,5-trifluorobenzyl)-pyrrolidin-2-yl)acetamido)propanoyl)oxy)methyl)benzoate